1-β-aminoethyl-2-ethylimidazole NCCN1C(=NC=C1)CC